NC1=NN(CC1)C1=CC(=CC=C1)C(F)(F)F 3-amino-1-(m-trifluoromethylphenyl)-2-pyrazoline